FCCCCC1=C(C(=C(C(=C1C)OC1OCCCC1)OC)OC)OC1OCCCC1 2,2'-((2-(4-fluorobutyl)-5,6-dimethoxy-3-methyl-1,4-phenylene)bis(oxy))bis(tetrahydro-2H-pyran)